(R)-N-(1-(3-(difluoromethyl)-2-fluorophenyl)ethyl)-7-methoxy-6-(piperidin-4-yloxy)cinnolin-4-amine FC(C=1C(=C(C=CC1)[C@@H](C)NC1=CN=NC2=CC(=C(C=C12)OC1CCNCC1)OC)F)F